1-(6-oxo-6-undecyloxy-hexyl)pyrrolidine-2-carboxylic acid [8-(1-octylnonyloxy)-8-oxo-octyl] ester C(CCCCCCC)C(CCCCCCCC)OC(CCCCCCCOC(=O)C1N(CCC1)CCCCCC(OCCCCCCCCCCC)=O)=O